1,8-diazabicyclo-[5.3.0]-decen N12C=CCCCC2NCC1